methyl (S)-3-((3-(1-((tert-butoxycarbonyl)amino)-1,3-dihydrospiro[indene-2,4'-piperidin]-1'-yl)-1,2,4-triazin-6-yl)thio)propanoate C(C)(C)(C)OC(=O)N[C@@H]1C2=CC=CC=C2CC12CCN(CC2)C=2N=NC(=CN2)SCCC(=O)OC